(4-fluorophenyl)amide FC1=CC=C(C=C1)[NH-]